5-(2-amino-4-methoxyphenyl)-2-(4-(difluoromethoxy)benzyl)-1-methyl-1H-imidazole-4-carboxylate NC1=C(C=CC(=C1)OC)C1=C(N=C(N1C)CC1=CC=C(C=C1)OC(F)F)C(=O)[O-]